1-palmitoyl-2-oleoyl-sn-glycero-3-Phosphate C(CCCCCCCCCCCCCCC)(=O)OC[C@@H](OC(CCCCCCC\C=C/CCCCCCCC)=O)COP(=O)(O)O